iron-copper oxide [Cu]=O.[Fe]